3-(2-methylpyridin-4-yl)-7-oxabicyclo[2.2.1]heptane-2-carboxamide CC1=NC=CC(=C1)C1C(C2CCC1O2)C(=O)N